C(CCCCC(=O)OC1CC(NC(C1)(C)C)(C)C)(=O)OC1CC(NC(C1)(C)C)(C)C bis(2,2,6,6-tetramethyl-4-piperidyl) adipate